(S)-3-amino-5-(2-(2-methylazetidin-1-yl)-6,7-dihydro-5H-cyclopenta[d]pyrimidin-4-yl)benzamide NC=1C=C(C(=O)N)C=C(C1)C=1C2=C(N=C(N1)N1[C@H](CC1)C)CCC2